FC(COC=1C(=NC(=NC1OC)NS(=O)(=O)C1=CNC2=C(C(=CC=C12)F)C1=NC=CC=N1)OC)F N-[5-(2,2-difluoroethoxy)-4,6-dimethoxy-pyrimidin-2-yl]-6-fluoro-7-(2-pyrimidinyl)-1H-indole-3-sulfonamide